C1(=CC=CC=C1)N=C(C(F)(F)F)[O-] (N-phenyl)-2,2,2-trifluoroacetimidate